CS(=O)(=O)O.C[C@](C(=O)O)(CCC(C)(C)C)NCC1=CC=2CCCCC2C=C1 (R)-2,5,5-trimethyl-2-(((5,6,7,8-tetrahydronaphthalen-2-yl)methyl)amino)hexanoic acid compound with methanesulfonic acid